4-fluoro-N-hydroxy-2-(trifluoromethyl)phenylcarboxamide FC1=CC(=C(C=C1)C(=O)NO)C(F)(F)F